ClC1=NC(=C2C(=N1)N(N=C2)[C@H]2[C@@H]([C@@H]([C@H](O2)CS(=O)(=O)CP(O)(O)=O)O)O)NC2C(CCC2)C (((((2S,3S,4R,5R)-5-(6-chloro-4-((2-methylcyclopentyl)amino)-1H-pyrazolo[3,4-d]pyrimidin-1-yl)-3,4-dihydroxytetrahydrofuran-2-yl)methyl)sulfonyl)methyl)phosphonic acid